2-((3R)-4-(4-(3-fluoro-2-methoxyphenyl)-3-methylpiperazin-1-yl)-3-hydroxybutyl)isoindoline-1,3-dione FC=1C(=C(C=CC1)N1C(CN(CC1)C[C@@H](CCN1C(C2=CC=CC=C2C1=O)=O)O)C)OC